FC1=C(C=CC(=N1)N1C[C@H](CC1)OS(=O)(=O)C)C=1SC=2C(N(CCC2N1)C=1C=NC=CC1)=O methanesulfonic acid [(3S)-1-[6-fluoro-5-[4-oxo-5-(3-pyridyl)-6,7-dihydrothiazolo[5,4-c]pyridin-2-yl]-2-pyridyl] pyrrolidin-3-yl] ester